1-(4-Chlorophenyl)-5-hydroxy-1H-pyrazole-3-carboxylic acid ClC1=CC=C(C=C1)N1N=C(C=C1O)C(=O)O